methyl 5-(((tert-butoxycarbonyl)amino)methyl)-1-methyl-1H-pyrazole-3-carboxylate C(C)(C)(C)OC(=O)NCC1=CC(=NN1C)C(=O)OC